1,3-dichloro-1-propene ClC=CCCl